C(#N)N[C@H](C(=O)N1[C@@H]([C@H]2C([C@H]2C1)(C)C)C(=O)OC(C)(C)C)C(C)(C)C tert-butyl (1R,2S,5S)-3-[(2S)-2-(cyanoamino)-3,3-dimethyl-butanoyl]-6,6-dimethyl-3-azabicyclo[3.1.0]hexane-2-carboxylate